(1S)-6-(2-amino-3-cyclopropylpropyl)-2-chloro-7-methyl-N-(pyridin-4-ylmethyl)pyrrolo[2,1-f][1,2,4]triazin-4-amine NC(CC=1C=C2C(=NC(=NN2C1C)Cl)NCC1=CC=NC=C1)CC1CC1